[Si](C)(C)(C(C)(C)C)OCCOC1=C(C=CC=C1)C1=CC=2C(=CN=C(C2)NC(=O)C2CC2)N1C N-[2-(2-[2-[(tert-butyldimethylsilyl)oxy]ethoxy]phenyl)-1-methylpyrrolo[2,3-c]pyridin-5-yl]cyclopropanecarboxamide